1-[2-[6-methoxy-3-[(E)-2-methoxycarbonyl-vinyl]-phenoxy]-ethoxycarbonyl]-1-methyl-ethylene COC1=CC=C(C=C1OCCOC(=O)C(=C)C)\C=C\C(=O)OC